C1(CC1)NC(=O)C=1C=2CCCC2C(=C(C1)OC[C@H](C)NS(=O)(=O)C(Cl)Cl)C N-cyclopropyl-6-[(2S)-2-(dichloromethylsulfonylamino)propoxy]-7-methyl-indane-4-carboxamide